ClC1=CC(=C(C=C1)[C@@]1(OC2=C(O1)C=CC=C2C2CCN(CC2)CC=2N(C(=CN2)C(=O)OCC)C[C@H]2OCC2)C)F Ethyl 2-((4-((S)-2-(4-chloro-2-fluorophenyl)-2-methylbenzo[d][1,3]dioxol-4-yl) piperidin-1-yl) methyl)-1-(((S)-oxetan-2-yl) methyl)-1H-imidazole-5-carboxylate